CN1CCN(CC1)CCC1=CC=C(CSC2=C3CN(C(C3=CC=C2)=O)C2C(NC(CC2)=O)=O)C=C1 3-(4-((4-(2-(4-methylpiperazin-1-yl)ethyl)benzyl)thio)-1-oxoisoindolin-2-yl)piperidine-2,6-dione